CN1C[C@H]2[C@@H](CC1)CCN2C2=CC=C(N=N2)C2=C(C=C(C=C2CC)C)O |r| 2-[6-[rac-(3aS,7aR)-6-methyl-3,3a,4,5,7,7a-hexahydro-2H-pyrrolo[2,3-c]pyridin-1-yl]pyridazin-3-yl]-3-ethyl-5-methyl-phenol